2-chloro-4-cyanobenzenediazonium tetrafluoroborate salt F[B-](F)(F)F.ClC1=C(C=CC(=C1)C#N)[N+]#N